ClC=1C2=C(N=CN1)C1=C(S2)N=C2C(=C1CN(CCOCCOCCOCCOC)C)COC(C2)(C)C N-((4-Chloro-8,8-dimethyl-7,10-dihydro-8H-pyrano[3'',4'':5',6']pyrido[3',2':4,5]thieno[3,2-d]pyrimidin-11-yl)methyl)-N-methyl-2,5,8,11-tetraoxatridecan-13-amine